O=C1C2(C=3C(=NC=CC3)N1)CC=1C=C(NC1CC2)C(=O)N 2'-oxo-1,1',2',4,6,7-hexahydrospiro[indole-5,3'-pyrrolo[2,3-b]pyridine]-2-carboxamide